C1(CCC1)NC1=NC(=NC=C1C(F)(F)F)NC=1C=C2[C@H]3CC[C@@H](C2=CC1)N3C(CNC(C)=O)=O N-{2-[(1R,8S)-4-{[4-(Cyclobutylamino)-5-(trifluoromethyl)-2-pyrimidinyl]amino}-11-azatricyclo[6.2.1.02,7]undeca-2,4,6-trien-11-yl]-2-oxoethyl}acetamide